N[C@@H]1C2=CC=CC=C2CC12CCN(CC2)C=2NC(C1=C(N2)NN=C1C1(COCC1)C1=CC=CC=C1)=O 6-((S)-1-amino-1,3-dihydrospiro[indene-2,4'-piperidine]-1'-yl)-3-(3-phenyltetrahydrofuran-3-yl)-1,5-dihydro-4H-pyrazolo[3,4-d]pyrimidin-4-one